Br.C(CCC)NC1=CC=CC=C1 n-butylmonoaniline hydrobromide